ClC=1C=NNC1C1(CC1)C(=O)O 1-(4-chloro-1H-pyrazol-5-yl)cyclopropane-1-carboxylic acid